(S)-1-(1-acryloylpyrrolidin-3-yl)-5-amino-3-((2-chloro-5-(methylcarbamoyl)phenyl)ethynyl)-1H-pyrazole-4-carboxamide C(C=C)(=O)N1C[C@H](CC1)N1N=C(C(=C1N)C(=O)N)C#CC1=C(C=CC(=C1)C(NC)=O)Cl